C(C)C=1N(C(C2=C(N1)CCN(C2)C(C)C)=O)CC2=NOC(=C2)C2=C(C#N)C=C(C(=C2)O)F 2-(3-((2-Ethyl-6-isopropyl-4-oxo-5,6,7,8-tetrahydropyrido[4,3-d]pyrimidin-3(4H)-yl)methyl)isoxazol-5-yl)-5-fluoro-4-hydroxybenzonitrile